[Ni].[Co].[Fe].[Cr] chromium iron cobalt nickel